4-((S)-1,2-Dihydroxyethyl)-6-[4-(4-trifluoromethoxy-phenoxy)phenyl]-pyridine-2-carboxylic acid amide O[C@H](CO)C1=CC(=NC(=C1)C1=CC=C(C=C1)OC1=CC=C(C=C1)OC(F)(F)F)C(=O)N